C(C=C)(=O)O.C(C=C)(=O)O.C(C=C)(=O)O.OC(O)O trihydroxymethane triacrylate